heptadecane-2,14-diol CC(CCCCCCCCCCCC(CCC)O)O